C(=O)(O)C1(CN(C1)C(=O)[O-])C 3-carboxy-3-methylazetidine-1-carboxylate